C12(CC(C1)C2)C[C@H](COC2=NC(=NC(=C2)C2=C(C=CC=C2C)C)NS(=O)(=O)C=2C=C(C(=O)O)C=CC2)NCC2=C(C=C1C(=N2)N(C(=C1)C(C)C)C)F 3-[[4-[(2R)-3-(1-Bicyclo[1.1.1]pentanyl)-2-[(5-fluoro-2-isopropyl-1-methyl-pyrrolo[2,3-b]pyridin-6-yl)methylamino]propoxy]-6-(2,6-dimethylphenyl)pyrimidin-2-yl]sulfamoyl]benzoic acid